(2S,3R,6S)-2,6-dimethyl-3-(2-methylallyl)oct-7-ene-1,2-diol C[C@@](CO)([C@H](CC[C@@H](C=C)C)CC(=C)C)O